Cl.FC(C1=NC(=NO1)C1=CC=C(C=C1)CN)(F)F (4-(5-(trifluoromethyl)-1,2,4-oxadiazol-3-yl)phenyl)methanamine hydrochloride